N-acetyl-(3-glucosaminyl)asparagine C(C)(=O)N[C@@H](C(C(N)=O)C1[C@H](N)[C@@H](O)[C@H](O)[C@H](O1)CO)C(=O)O